C1(=CC=CC=C1)OC(NC=1C(N(C=CC1)C1=NC=C(C=C1)C1OCCO1)=O)=O [5'-(1,3-Dioxolan-2-yl)-2-oxo-[1,2'-bipyridin]-3-yl]carbamic acid phenyl ester